6-(2-fluoro-6-methylphenyl)-2-((3-methyl-4-(4-methylpiperazin-1-yl)phenyl)amino)-8,9-dihydroimidazo[1,2-a]pyrimido[5,4-e]pyrimidin-5(6H)-one FC1=C(C(=CC=C1)C)N1C=2N(C3=C(C1=O)C=NC(=N3)NC3=CC(=C(C=C3)N3CCN(CC3)C)C)CCN2